C(C=C)(=O)N1C[C@H](CCC1)C1=NN(C=2C(=NNC(C21)=O)N)C2=CC=C(C=C2)OC2=CC=C(C=C2)F (S)-3-(1-acryloylpiperidin-3-yl)-7-amino-1-(4-(4-fluorophenoxy)phenyl)-1,5-dihydro-4H-pyrazolo[3,4-d]pyridazin-4-one